C(C=C)NC[C@H](O)C1=CC=C(C=C1)Br (R)-2-(allylamino)-1-(4-bromophenyl)-1-ethanol